2-((2H-spiro[benzofuran-3,1'-cyclopropane]-4-yl)oxy)-5-nitropyridine C12(CC1)COC1=C2C(=CC=C1)OC1=NC=C(C=C1)[N+](=O)[O-]